2-Fluoro-4-((3-(hydroxymethyl)-1-((3-(trifluoromethyl)phenyl)sulfonyl)azetidin-3-yl)methoxy)benzonitrile FC1=C(C#N)C=CC(=C1)OCC1(CN(C1)S(=O)(=O)C1=CC(=CC=C1)C(F)(F)F)CO